C(C1=CC=CC=C1)P(C(C1=CC=CC=C1)O)(C(C1=CC=CC=C1)O)=O benzyldi(alpha-hydroxybenzyl)phosphine oxide